3-methyl-5-(nitromethyl)thiophene-2-carboxylic acid CC1=C(SC(=C1)C[N+](=O)[O-])C(=O)O